CC(CC(=O)NC=1C(=NC(=C(C1)C)N1CCOCC1)N1CCCC1)(C)C 3,3-Dimethyl-N-(5-methyl-6-morpholin-4-yl-2-pyrrolidin-1-yl-pyridin-3-yl)-butyramide